C(#N)C=1C=C(CC=2C=NN(C2)C(=O)OC(C)(C)C)C=CC1 tert-butyl 4-(3-cyanobenzyl)-1H-pyrazole-1-carboxylate